5-nitro-6-(pyrazol-1-yl)-3H-1,3-benzodiazole [N+](=O)([O-])C1=CC2=C(N=CN2)C=C1N1N=CC=C1